C[C@@H]1CN(CCN1C1COC1)C=1SC2=C(N1)SC(=C2)C(=O)OCC Ethyl (R)-2-(3-methyl-4-(oxetan-3-yl)piperazin-1-yl)thieno[2,3-d]thiazole-5-carboxylate